7-amino-4-(2-chloro-4-fluorophenyl)isoquinolin-1(2H)-one NC1=CC=C2C(=CNC(C2=C1)=O)C1=C(C=C(C=C1)F)Cl